C1(CC1)N1CC2=NC(=CC=C2C1)NC(OC(C)(C)C)=O tert-butyl (6-cyclopropyl-6,7-dihydro-5H-pyrrolo[3,4-b]pyridin-2-yl)carbamate